4-{3-(cyanomethyl)-3-[4-(7H-pyrrolo[2,3-d]pyrimidin-4-yl)-1H-pyrazol-1-yl]azetidin-1-yl}-N-(6-fluoro-2-methylpyridin-3-yl)piperidine-1-carboxamide C(#N)CC1(CN(C1)C1CCN(CC1)C(=O)NC=1C(=NC(=CC1)F)C)N1N=CC(=C1)C=1C2=C(N=CN1)NC=C2